FC1(C(C1)C1=CNC=2N=CN=C(C21)NCC2=NC(=CC=C2)N2CCNCC2)F 5-(2,2-difluorocyclopropyl)-N-((6-(piperazin-1-yl)pyridin-2-yl)methyl)-7H-pyrrolo[2,3-d]pyrimidin-4-amine